O=C1C=C(N=C(N1)C=1C=C(CC(C(=O)N)(C)C)C=CC1C(F)(F)F)C=1C=NC=C(C1)C#CC (3-{6-oxo-4-[5-(1-propynyl)pyridin-3-yl]-1,6-dihydropyrimidin-2-yl}-4-(trifluoromethyl)benzyl)isobutyramide